BrC=1C=C2C=C(N(C2=CC1)CCCS(=O)(=O)C)C(=O)OCC Ethyl 5-bromo-1-(3-(methylsulfonyl)propyl)-1H-indole-2-carboxylate